3-fluoro-4-(2-hydroxyethoxy)benzamide hydrochloride Cl.FC=1C=C(C(=O)N)C=CC1OCCO